ClC1=CC(=C(C=C1)N1CCC(=CC1)C1=C(C=CC=C1)[N+](=O)[O-])F 1-(4-chloro-2-fluorophenyl)-4-(2-nitrophenyl)-1,2,3,6-tetrahydropyridine